allyl 1-(4-(4-amino-1-methyl-1H-pyrrole-2-carboxamido)-1-methyl-1H-pyrrole-2-carbonyl)-1H-indol-5-ylcarbamate hydrochloride Cl.NC=1C=C(N(C1)C)C(=O)NC=1C=C(N(C1)C)C(=O)N1C=CC2=CC(=CC=C12)NC(OCC=C)=O